O=C1NC(CCC1N1C(C2=CC=CC(=C2C1=O)NCC=1C=NN(C1)C1CCN(CC1)C(CC=1N=C(OC1C)C1=CC(=CC=C1)F)=O)=O)=O 2-(2,6-dioxopiperidin-3-yl)-4-(((1-(1-(2-(2-(3-fluorophenyl)-5-methyloxazol-4-yl)acetyl)piperidin-4-yl)-1H-pyrazol-4-yl)methyl)amino)isoindoline-1,3-dione